(3-Aminomethyl-phenyl)-[6-(2,3-dihydro-benzo[1,4]dioxin-5-yl)-2-methoxy-pyridin-3-yl]-amine NCC=1C=C(C=CC1)NC=1C(=NC(=CC1)C1=CC=CC=2OCCOC21)OC